OCCN(C1=CC=C(C=C1)/C=C/C(=O)C1=CC=CC=C1)CCO (E)-3-[4-[Bis(2-hydroxyethyl)amino]phenyl]-1-phenylprop-2-en-1-one